BrC=1C(=C(OC=2C=C(C=CC2)CCC(=O)OCC)C=CC1)C ethyl 3-(3-(3-bromo-2-methylphenoxy)phenyl)propanoate